COC1=CC=C2C=NN(C2=C1N)C([2H])([2H])[2H] 6-methoxy-1-(methyl-d3)-1H-indazol-7-amine